butyric acid 2-(((4-methoxy-3,5-dimethylpyridin-2-yl) methyl) sulfinyl)-1H-benzo[d]imidazol-5-yl ester COC1=C(C(=NC=C1C)CS(=O)C1=NC2=C(N1)C=CC(=C2)OC(CCC)=O)C